2-((1-methyl-1H-pyrazol-4-yl)amino)-4-((pyridin-2-ylmethyl)amino)pyrimidin-5-carboxamide CN1N=CC(=C1)NC1=NC=C(C(=N1)NCC1=NC=CC=C1)C(=O)N